N1,N2-bis(2,4,4-trimethylpentan-2-yl)ethane-1,2-diamine CC(C)(CC(C)(C)C)NCCNC(C)(CC(C)(C)C)C